BrC=1C=C2C(=NC1)N=C(O2)C=2C(=C(C=C(C2)F)NC(C2=C(C(=CC=C2)Cl)Cl)=O)C N-(3-(6-bromooxazolo[4,5-b]pyridin-2-yl)-5-fluoro-2-methylphenyl)-2,3-dichlorobenzamide